bis(fluoromethyl) methanedisulfonate C(S(=O)(=O)OCF)S(=O)(=O)OCF